NCCNC[Si](OCC)(OCC)OCC N-(2-aminoethyl)-aminomethyltriethoxysilane